N-(5-Chloro-6-(2-oxopyrrolidin-1-yl)pyridin-3-yl)-1-(isochinolin-4-yl)-5-(trifluoromethyl)-1H-pyrazol-4-carboxamid ClC=1C=C(C=NC1N1C(CCC1)=O)NC(=O)C=1C=NN(C1C(F)(F)F)C1=CN=CC2=CC=CC=C12